C(CCCCCCCCCCCCCCCCC)(=O)N(C)CC(=O)O Stearoylsarcosin